C(C)(C)(C)OC(=O)N(C(OC(C)(C)C)=O)CCOCCOCCOCCOCCOCCOCCOCCOCCO tert-butyl N-tert-butoxycarbonyl-N-[2-[2-[2-[2-[2-[2-[2-[2-(2-hydroxyethoxy) ethoxy]ethoxy]ethoxy]ethoxy]ethoxy]ethoxy]ethoxy]ethyl]carbamate